tert-butyl [3-(hydrazinecarbonyl)bicyclo[1.1.1]pentan-1-yl]carbamate N(N)C(=O)C12CC(C1)(C2)NC(OC(C)(C)C)=O